NC1=NC=2C=NC(=CC2C2=C1[C@@H](OC2)C)C(=O)N(CC=2N=NC(=CC2)C(F)(F)F)C2CCC2 (3S)-4-amino-N-cyclobutyl-3-methyl-N-((6-(trifluoromethyl)-3-pyridazinyl)methyl)-1,3-dihydrofuro[3,4-c][1,7]naphthyridine-8-carboxamide